(E)-N-(4-(4-chloroanilino)-3-cyano-7-ethoxyquinolin-6-yl)phenylalaninamide Calcium hypochlorite Cl[O-].[Ca+2].ClC1=CC=C(NC2=C(C=NC3=CC(=C(C=C23)NC([C@@H](N)CC2=CC=CC=C2)=O)OCC)C#N)C=C1.Cl[O-]